ClC=1C=C(C=CC1Cl)C1=CSC2=C1C(N(C=C2)CC(=O)N2CC(C2)(C)NC(OC(C)(C)C)=O)=O tert-butyl (1-(2-(3-(3,4-dichlorophenyl)-4-oxothieno[3,2-c]pyridin-5(4H)-yl)acetyl)-3-methylazetidin-3-yl)carbamate